FC=1C(=C(C=C(C1)F)[Ir+]C(=O)C1=NC=CC=C1)C1=NC=CC=C1 3,5-difluoro-2-(2-pyridyl)phenyl-(pyridineformyl)iridium (III)